CN1C=NC=CC1=O 1-methyl-6-oxo-1,6-dihydropyrimidin